ClC1=C(C=C(C=C1)C=1NC(C=2N(C1)N=C(C2C2CCC2)C(=O)OCC)=O)C ethyl 6-(4-chloro-3-methylphenyl)-3-cyclobutyl-4-oxo-4,5-dihydropyrazolo[1,5-a]-pyrazine-2-carboxylate